CC(C)(C(C(C)C)C(C(C(C(=O)[O-])(C(C(C)(C)C)C(C)C)C(C(C)(C)C)C(C)C)(O)C(=O)[O-])C(=O)[O-])C Tri(2,2,4-trimethyl-3-pentyl)citrat